C1(=CC=CC=C1)P(=O)(OCCOP(=O)(C1=CC=CC=C1)C1=CC=CC=C1)C1=CC=CC=C1 1,2-bis(diphenylphosphinyloxy)ethane